C1(=CC=CC=C1)C#CC1=CC=C(C=C1)C#CC1=C(N)C=CC=C1 2-(4-phenylethynylphenylethynyl)aniline